P(=O)(OB(O)O)([O-])[O-] borono phosphate